P(=O)([O-])([O-])O.[Zn+2] MonoZinc Phosphate